C1=C(C=CC2=CC=CC=C12)C=1C=C(NC2=CC=CC=C2)C=CC1 3-(naphthalen-2-yl)-N-phenylaniline